2-(Trimethylsilyl)ethanol C[Si](CCO)(C)C